tert-butyl (2R,5S)-5-[2-(4-chloro-3-fluorophenoxy)acetamido]-2-{[5-methyl-1-(2,2,2-trifluoroethyl)-1H-pyrazol-4-yl]carbamoyl}piperidine-1-carboxylate ClC1=C(C=C(OCC(=O)N[C@H]2CC[C@@H](N(C2)C(=O)OC(C)(C)C)C(NC=2C=NN(C2C)CC(F)(F)F)=O)C=C1)F